BrC=1C(=NC(=CC1C)N1C(=CC=C1C)C)N[C@@H]1CC[C@H](CC1)O trans-4-(3-bromo-4-methyl-6-(2,5-dimethyl-1H-pyrrol-1-yl)pyridin-2-ylamino)cyclohexanol